2-(2-hydroxy-4,6-dimethylphenyl)-6-methoxy-2,5-dihydro-4H-pyrazolo[3,4-d]pyrimidin-4-one OC1=C(C(=CC(=C1)C)C)N1N=C2N=C(NC(C2=C1)=O)OC